C(CCCCCCCCCCCCCCC)(=O)NC(CCCCCCC\C=C/CCCCCCCC)=O Oleic palmitoylamide